3-methyl-6-(trifluoromethyl)pyridin CC=1C=NC(=CC1)C(F)(F)F